OC1=NOC(=C1)C(=O)N(C)C(C(NC1=CC=C(C=C1)[Ge](C)(C)C)=O)C1=CC=C(C=C1)OC 3-hydroxy-N-(1-(4-methoxyphenyl)-2-oxo-2-((4-(trimethylgermyl)phenyl)amino)ethyl)-N-methyl-1,2-oxazole-5-carboxamide